5-bromo-2-(trifluoromethyl)pyrazolo[1,5-a]pyrimidine BrC1=NC=2N(C=C1)N=C(C2)C(F)(F)F